((1R,5S,6r)-3-(3-(4-chloro-2-methyl-2H-indazol-5-yl)-1H-pyrazolo[3,4-b]pyrazin-6-yl)-6-(2-methyloxazol-4-yl)-3-azabicyclo[3.1.0]hexan-6-yl)methanamine ClC=1C2=CN(N=C2C=CC1C1=NNC2=NC(=CN=C21)N2C[C@H]1C([C@H]1C2)(C=2N=C(OC2)C)CN)C